(R)-3,5-dichloro-1-(1-(methylsulfonyl)pyrrolidin-3-yl)pyrazin-2(1H)-one ClC=1C(N(C=C(N1)Cl)[C@H]1CN(CC1)S(=O)(=O)C)=O